methyl 3,5-di-tert-butyl-4-hydroxybenzoate C(C)(C)(C)C=1C=C(C(=O)OC)C=C(C1O)C(C)(C)C